N1C=C(C=2C1=CN=CC2)C(=O)C2CCN(CCC2)C(=O)OC(C)(C)C tert-Butyl 4-(1H-pyrrolo[2,3-c]pyridine-3-carbonyl)azepane-1-carboxylate